5-fluoro-N,N-diisopropyl-2-(3-(piperidin-3-yl)-1H-pyrrolo[2,3-c]pyridin-1-yl)benzamide FC=1C=CC(=C(C(=O)N(C(C)C)C(C)C)C1)N1C=C(C=2C1=CN=CC2)C2CNCCC2